CP(=O)(C)C1=CC=CC=C1NC2=NC(=NC=C2Cl)Cl 2,5-Dichloro-N-(2-(dimethylphosphoryl)phenyl)pyrimidin-4-amine